C(C)(C)(C)N1N=C(C=C1N)C1C[C@@H](CC1)O[Si](C)(C)C(C)(C)C 1-tert-butyl-3-[(3R)-3-[(tert-butyldimethylsilyl)oxy]cyclopentyl]-1H-pyrazol-5-amine